3,5-dibromoethylbenzene CCC1=CC(=CC(=C1)Br)Br